N-(1,1-dimethyl-cyclopentane-3-yl)-2-methoxy-4H-pyrrolo[2,3-d]thiazole-5-formamide CC1(CC(CC1)NC(=O)C1=CC2=C(N=C(S2)OC)N1)C